2,5-dibromo-3,4-difluoro-6-iodoaniline BrC1=C(N)C(=C(C(=C1F)F)Br)I